O=C1NC(CCC1N1CC2=CC=C(C=C2C1=O)C#CCCCCCN1CCN(CC1)C1CCN(CC1)C1=NC=C(C(=O)N2CCC(CC2)CCCCNC(\C=C\C=2C=NC=CC2)=O)C=C1)=O (E)-N-(4-(1-(6-(4-(4-(7-(2-(2,6-dioxopiperidin-3-yl)-3-oxoisoindolin-5-yl)hept-6-yn-1-yl)piperazin-1-yl)piperidin-1-yl)nicotinoyl)piperidin-4-yl)butyl)-3-(pyridin-3-yl)acrylamide